N-{(6R)-2-[4-(2,6-difluorophenyl)-5-fluoro-1,2-benzoxazol-3-yl]-7,7-difluoro-3-oxo-2,5,6,7-tetrahydro-3H-pyrrolo[1,2-c]imidazol-6-yl}methanesulfonamide FC1=C(C(=CC=C1)F)C1=C(C=CC2=C1C(=NO2)N2C(N1C(=C2)C([C@@H](C1)NS(=O)(=O)C)(F)F)=O)F